C1=CC2=C(C=CN2)C(=C1)O HYDROXYINDOLE